OC(=O)C(F)(F)F.FC1=C(C=C(C=C1)F)C1=C(C=NN1C1CC2(CNC2)C1)C 6-(5-(2,5-difluorophenyl)-4-methyl-1H-pyrazol-1-yl)-2-azaspiro[3.3]heptane TFA salt